1-(2-(dimethylamino)-2-oxoethyl)-1H-imidazole-4-carboxylic acid, sodium salt [Na+].CN(C(CN1C=NC(=C1)C(=O)[O-])=O)C